BrCC(C(C1CC2(C1)CCC2)NC(OCC2=CC=CC=C2)=O)=O benzyl (3-bromo-2-oxo-1-(spiro[3.3]heptan-2-yl)propyl)carbamate